N2-[7-fluoro-8-[rel-(2R)-2-methyl-2,3,4,7-tetrahydro-1H-azepin-5-yl]chroman-6-yl]-N4,6-dimethyl-pyrimidine-2,4-diamine FC1=C(C=C2CCCOC2=C1C=1CC[C@H](NCC1)C)NC1=NC(=CC(=N1)NC)C |o1:14|